C12CN(CC2C1)C1=CC=C(C=C1)C1CN(C1)C(=O)N1C[C@@H]2[C@@H](OCC(N2)=O)CC1 (4aR,8aS)-6-(3-(4-(3-azabicyclo[3.1.0]hexan-3-yl)phenyl)azetidine-1-carbonyl)hexahydro-2H-pyrido[4,3-b][1,4]oxazin-3(4H)-one